ClC=1C=C(C=C(C1)Cl)C1=NC(=CC(=C1)CN1CCC(CC1)CNC(=O)NC)OC=1C=NC(=NC1)N1CCN(CC1)CCC(C)S(=O)C 1-((1-((2-(3,5-dichloro-phenyl)-6-((2-(4-(3-(methylsulfinyl)butyl)piperazin-1-yl)pyrimidin-5-yl)oxy)pyridin-4-yl)methyl)piperidin-4-yl)methyl)-3-methylurea